C1(=C(C=CC=C1)N1CCN(CC1)CCCCN)C 4-(4-(o-tolyl)piperazin-1-yl)butan-1-amine